9-(4-(9H-carbazol-9-yl)-6-chloro-1,3,5-triazin-2-yl)-9H-carbazol-1,2,3,4-d C1=CC=CC=2C3=CC=CC=C3N(C12)C1=NC(=NC(=N1)Cl)N1C2=CC=CC=C2C=2C(=C(C(=C(C12)[2H])[2H])[2H])[2H]